2-ethyl 6-methyl (R)-1-(1-((tert-butoxycarbonyl) amino) propan-2-yl)-1H-pyrrolo[2,3-b]Pyridine-2,6-dicarboxylate C(C)(C)(C)OC(=O)NC[C@@H](C)N1C(=CC=2C1=NC(=CC2)C(=O)OC)C(=O)OCC